N1[C@H](C[C@H]1C(=O)O)C(=O)O cis-2,4-azetidinedicarboxylic acid